3-(4-(4-((6-(3-(2,6-dichloro-3,5-dimethoxyphenyl)-1-methylureido)pyrimidin-4-yl)amino)phenyl)piperazin-1-yl)propanoic acid ClC1=C(C(=C(C=C1OC)OC)Cl)NC(N(C)C1=CC(=NC=N1)NC1=CC=C(C=C1)N1CCN(CC1)CCC(=O)O)=O